6-{5-chloro-2-[(oxacyclohex-4-yl)amino]pyrimidin-4-yl}-2-[2-(4,4-difluoropiperidin-1-yl)-2-oxoethyl]-2,3-dihydro-1H-isoindol-1-one ClC=1C(=NC(=NC1)NC1CCOCC1)C1=CC=C2CN(C(C2=C1)=O)CC(=O)N1CCC(CC1)(F)F